ClC1=C2C=C(NC2=CC=C1Cl)C(=O)N1C[C@@H](CC1)NC(C)=O (R)-N-(1-(4,5-dichloro-1H-indole-2-carbonyl)pyrrolidin-3-yl)acetamide